4-(5-(difluoromethyl)-1,3,4-thiadiazol-2-yl)-8-((3S,5R)-3-(methoxymethyl)-5-methylpiperazin-1-yl)-2-methyl-N-(1-methylcyclopropyl)quinazoline-6-sulfonamide FC(C1=NN=C(S1)C1=NC(=NC2=C(C=C(C=C12)S(=O)(=O)NC1(CC1)C)N1C[C@H](N[C@@H](C1)C)COC)C)F